N=C1C2=C(N=CN1)N(C=C2)[C@@H]2C[C@]([C@H]1OC3(O[C@H]12)CCCCC3)(C)CCC3=CC=C1C=C(C=NC1=C3)Br 7-(2-((3a'S,4'R,6'S,6a'R)-4'-(4-imino-7H-pyrrolo[2,3-d]pyrimidin-7-yl)-6'-methyltetrahydro-4'H-spiro[cyclohexane-1,2'-cyclopenta[d][1,3]dioxol]-6'-yl)ethyl)-3-bromoquinolin